FC1(OC1F)C(C(C(C(C(C(F)(F)F)(F)F)(F)F)(F)F)(F)F)(F)F 2,3-Difluoro-2-(perfluorohexyl)oxirane